FC1=C(C=CC(=C1)F)CC1CC2(CN(C2)C(=O)N2CC3(C2)CC(C3)C=3C=NC(=CC3)C(F)(F)F)C1 [6-[(2,4-difluorophenyl)methyl]-2-azaspiro[3.3]heptan-2-yl]-[6-[6-(trifluoromethyl)-3-pyridinyl]-2-azaspiro[3.3]heptan-2-yl]methanone